4-chloro-3-cyclopropyl-1H-pyrazolo[3,4-d]pyrimidine ClC1=C2C(=NC=N1)NN=C2C2CC2